2-methyl-2-(methyldisulfanyl)propyl (2-(2-(2-(2-azidoethoxy)ethoxy)ethoxy) ethyl)(4-((((4-nitrophenoxy)carbonyl)oxy)methyl)phenyl)carbamate N(=[N+]=[N-])CCOCCOCCOCCN(C(OCC(C)(SSC)C)=O)C1=CC=C(C=C1)COC(=O)OC1=CC=C(C=C1)[N+](=O)[O-]